[Si](C)(C)(C(C)(C)C)OCCCOC1=NN(C(=C1[N+](=O)[O-])C)C1=C(N=C(O1)C)C 5-(3-(3-((tert-butyldimethylsilyl)oxy)propoxy)-5-methyl-4-nitro-1H-pyrazol-1-yl)-2,4-dimethyloxazole